ClC1=NC=C(C(=O)NC)C(=C1)NC1=C(C(=CC=C1)C(NC)=O)OC 6-Chloro-4-((2-methoxy-3-(methylcarbamoyl)phenyl)amino)-N-methylnicotinamide